C(C)[C@]12[C@H]3CC[C@@]4([C@H](CC[C@H]4[C@@H]3CC[C@@H]2C[C@](CC1)(C)O)[C@@](CN1N=CC(=C1)C#N)(C)OC)C 1-((R)-2-((3R,5R,8S,9S,10S,13S,14S,17S)-10-ethyl-3-hydroxy-3,13-dimethylhexadecahydro-1H-cyclopenta[a]phenanthren-17-yl)-2-methoxypropyl)-1H-pyrazole-4-carbonitrile